ClC1=CC(=C(N=N1)\N=C\1/SC2=C(N1COCC[Si](C)(C)C)C=CC=C2)C (Z)-N-(6-chloro-4-methylpyridazin-3-yl)-3-((2-(trimethylsilyl)ethoxy)methyl)benzo[d]thiazol-2(3H)-imine